The molecule is a dicarboxylic acid dianion obtained by deprotonation of both carboxy groups of hexadecanedioic acid; major species at pH 7.3. It has a role as a human metabolite. It is a conjugate base of a hexadecanedioic acid. C(CCCCCCCC(=O)[O-])CCCCCCC(=O)[O-]